9-(4-chloro-2-fluorophenyl)-7-[(2R,4S)-2-(1-cyclopropylpyrazol-4-yl)oxan-4-yl]-2,3-dimethylpyrimido[1,2-b]pyridazin-4-one ClC1=CC(=C(C=C1)C=1C=2N(N=C(C1)[C@@H]1C[C@@H](OCC1)C=1C=NN(C1)C1CC1)C(C(=C(N2)C)C)=O)F